di-n-pentadecylamine C(CCCCCCCCCCCCCC)NCCCCCCCCCCCCCCC